CC=1C=C(C=CC1)N(C1=CC=CC=C1)C1=CC=C(C=C1)C1=CC(=CC(=C1)C1=CC=C(C=C1)N(C1=CC=CC=C1)C1=CC(=CC=C1)C)C1=CC=C(C=C1)N(C1=CC=CC=C1)C1=CC(=CC=C1)C 1,3,5-tris[4-(3-methylphenylanilino)phenyl]benzene